C(C)(C)(C)NC(NC(C)(C)C)=O Di-tert-butyl-urea